FC=1C=C2C(=NC=NC2=CC1)N1N=C(N=C1N)N 1-(6-fluoroquinazolin-4-yl)-1H-1,2,4-triazole-3,5-diamine